tert-Butyl (2-(4'-cyano-2'-((2-methyl-6-morpholinopyrimidin-4-yl)oxy)-[1,1'-biphenyl]-4-yl)-2-phenoxyethyl)carbamate C(#N)C1=CC(=C(C=C1)C1=CC=C(C=C1)C(CNC(OC(C)(C)C)=O)OC1=CC=CC=C1)OC1=NC(=NC(=C1)N1CCOCC1)C